3-fluoro-3'-methyl-4'-(N-methylpropionamido)-N-(pyridin-3-ylmethyl)-[1,1'-biphenyl]-4-carboxamide FC=1C=C(C=CC1C(=O)NCC=1C=NC=CC1)C1=CC(=C(C=C1)N(C(CC)=O)C)C